aluminum sec-butoxide bis(ethylacetoacetate) C(C)CC(CC(=O)[O-])=O.C(C)CC(CC(=O)[O-])=O.CC([O-])CC.[Al+3]